NC(C)C(CC=C)(CC=C)O 4-(1-amino-ethyl)-hepta-1,6-dien-4-ol